C12CNCC(CC1)N2CCOC2=CC(=C(C=C2)C=2N(C1=NC=NC(=C1N2)OC2(CC2)C)CC2=CC=CC=C2)Cl 8-(4-(2-(3,8-diazabicyclo[3.2.1]octan-8-yl)ethoxy)-2-chlorophenyl)-9-benzyl-6-(1-methylcyclopropoxy)-9H-purine